BrC1=C2C=NN(C2=CC2=C1C(C(C2)(F)F)O)C2OCCCC2 4-bromo-6,6-difluoro-1-(tetrahydro-2H-pyran-2-yl)-1,5,6,7-tetrahydrocyclopenta[f]indazol-5-ol